3-(3-(4-(4-(3-(1-benzylpiperidin-4-yl)propionyl)phenyl)piperidin-1-yl)propyl)-1H-indole-5-carbonitrile C(C1=CC=CC=C1)N1CCC(CC1)CCC(=O)C1=CC=C(C=C1)C1CCN(CC1)CCCC1=CNC2=CC=C(C=C12)C#N